C(C)(C)(C)OC(=O)N[C@H](C(=O)O)CC1=CC=NC=C1 (S)-2-((tert-Butoxycarbonyl)amino)-3-(pyridin-4-yl)propionic acid